1,3-bis(5-methyl-2-oxazolin-2-yl)benzene CC1CN=C(O1)C1=CC(=CC=C1)C=1OC(CN1)C